2-CHLORO-5-METHOXY-1-METHYL-1H-INDOLE-3-CARBALDEHYDE ClC=1N(C2=CC=C(C=C2C1C=O)OC)C